5-amino-3-(2-(2-fluorophenyl)-4-methoxyquinolin-7-yl)-1-((1s,3s)-3-hydroxy-3-methylcyclobutyl)-1H-pyrazole-4-carboxamide NC1=C(C(=NN1C1CC(C1)(C)O)C1=CC=C2C(=CC(=NC2=C1)C1=C(C=CC=C1)F)OC)C(=O)N